CC1=CC=C(C=C1)S(=O)[O-].[Na+] sodium 4-methylbenzenesulfinate